CC1=CC=CC=2N(C(=NC21)C2=CC=C(C=C2)C)CCC2=CC=CC=C2 methyl-1-phenethyl-2-(p-tolyl)-1H-benzo[d]Imidazole